C1(=CC=CC=C1)C1=CC=CC=C1.[Li] lithium biphenyl